[N+](=O)([O-])C1=CC=CC(=N1)C=1CN(CCC1)C(=O)OC(C)(C)C Tert-Butyl 6-nitro-5',6'-dihydro-[2,3'-bipyridine]-1'(2'H)-carboxylate